lithium 2,2'-methylenebis(4,6-di-tert-butylphenyl)phosphate [Li+].CC(C)(C)C1=CC2=C(C(=C1)C(C)(C)C)OP(=O)(OC3=C(C2)C=C(C=C3C(C)(C)C)C(C)(C)C)[O-]